NC1=C2C(=NC=N1)N(N=C2C2=CC=C(C=1N2C=CN1)NC(=O)NC1=NOC(=C1)C1(CC1)C(F)(F)F)C1CCN(CC1)C1COC1 1-(5-(4-AMINO-1-(1-(OXETAN-3-YL)PIPERIDIN-4-YL)-1H-PYRAZOLO[3,4-D]PYRIMIDIN-3-YL)IMIDAZO[1,2-A]PYRIDIN-8-YL)-3-(5-(1-(TRIFLUOROMETHYL)CYCLOPROPYL)ISOXAZOL-3-YL)UREA